1-[(4-methoxyphenyl)methyl]-5-(5-methyl-1H-benzimidazol-2-yl)pyrazol-3-amine COC1=CC=C(C=C1)CN1N=C(C=C1C1=NC2=C(N1)C=CC(=C2)C)N